N,N-dimethyl-2-hexenamide CN(C(C=CCCC)=O)C